C1(CCCC1)N1[C@@H](C(N(C=2C=NC(=NC12)NC1=C(C=C(C(=O)NC2CCN(CC2)C)C=C1)OC)C)=O)CC (R)-4-((8-cyclopentyl-7-ethyl-5-methyl-6-oxo-5,6,7,8-tetrahydropteridin-2-yl)amino)-3-methoxy-N-(1-methylpiperidin-4-yl)benzamide